4-(4-((1R,5S)-3,8-diazabicyclo[3.2.1]octan-3-yl)-8-fluoro-2-(((S)-pyrrolidin-2-yl)methoxy)quinazolin-7-yl)naphthalen-2-ol [C@H]12CN(C[C@H](CC1)N2)C2=NC(=NC1=C(C(=CC=C21)C2=CC(=CC1=CC=CC=C21)O)F)OC[C@H]2NCCC2